C(C1=CC=CC=C1)OC1=C(C=CC(=C1)C(F)(F)F)C=1C2=C(C(NN1)=O)C=NC=C2 1-[2-benzyloxy-4-(trifluoromethyl)phenyl]-3H-pyrido[3,4-d]pyridazin-4-one